3-[[4-hydroxy-1-[(3R,4R)-1-(m-tolylmethyl)-3-phenyl-piperidine-4-carbonyl]-4-piperidinyl]methyl]pyrido[3,2-d]pyrimidin-4-one OC1(CCN(CC1)C(=O)[C@H]1[C@@H](CN(CC1)CC=1C=C(C=CC1)C)C1=CC=CC=C1)CN1C=NC2=C(C1=O)N=CC=C2